COC1=C(C=CC=C1)C(C(=O)NC=1SC(=C(C1C(=O)OC)C)C(N)=O)CC Methyl 2-(2-(2-methoxyphenyl)butanamido)-5-carbamoyl-4-methylthiophene-3-carboxylate